N-(3-methyl-4-((4-methylpiperazin-1-yl)methyl)phenyl)benzamide CC=1C=C(C=CC1CN1CCN(CC1)C)NC(C1=CC=CC=C1)=O